[O-2].[Zn+2].[Cs+] cesium zinc oxide